C(C)(C)(CC(C)(C)C)S tert-octylmercaptan